N-phenyl-N-(2-(4-(2-(thiophen-2-yl)ethyl)piperazin-1-yl)ethyl)cyclopropanecarboxamide C1(=CC=CC=C1)N(C(=O)C1CC1)CCN1CCN(CC1)CCC=1SC=CC1